diallyldimethylammonium chloride Choline chloride [Cl-].OCC[N+](C)(C)C.[Cl-].C(C=C)[N+](C)(C)CC=C